1,2-dihydroquinoline-5-carboxylic acid N1CC=CC=2C(=CC=CC12)C(=O)O